FC(C=1C=C(C=CC1F)C1CCN(CC1)C(CN1N=C(C2=C1CCC2)C(=O)N2C[C@H](O[C@H](C2)C)C)=O)F 1-{4-[3-(difluoromethyl)-4-fluorophenyl]piperidin-1-yl}-2-{3-[(2R,6S)-2,6-dimethylmorpholine-4-carbonyl]-5,6-dihydrocyclopenta[c]pyrazol-1(4H)-yl}ethan-1-one